galactopyranosyloxyphenyl-1,2-dioxetane C1([C@H](O)[C@@H](O)[C@@H](O)[C@H](O1)CO)OC1(OOC1)C1=CC=CC=C1